FC(C(C(C(C(C(F)(F)F)(F)F)(F)F)(F)F)(F)F)(S(=O)(=[18O])[18OH])F Perfluoro-1-hexane[18O2]sulfonic acid